4-chloro-5-[[4-(4-pyridinyl)piperazin-1-yl]methyl]thiophene-2-carboxylic acid ethyl ester C(C)OC(=O)C=1SC(=C(C1)Cl)CN1CCN(CC1)C1=CC=NC=C1